C1(CC1)N(C(=O)C=1C=CC2=C(OCC(N2)=O)C1)CC=1C=CC(=NC1)C(=O)O 5-((N-cyclopropyl-3-oxo-3,4-dihydro-2H-benzo[b][1,4]oxazine-7-carboxamido)methyl)picolinic acid